N-(4-(3-amino-7-(1-methyl-1H-pyrazol-5-yl)-1H-pyrazolo[4,3-c]pyridin-4-yl)benzyl)-5-fluoro-2-methoxybenzamide NC1=NNC2=C1C(=NC=C2C2=CC=NN2C)C2=CC=C(CNC(C1=C(C=CC(=C1)F)OC)=O)C=C2